C1(CCCCC1)P(C1=CC=C(C=C1)C(C)(C)C)C1CCCCC1 dicyclohexyl-(4-tert-butylphenyl)phosphine